[C+]=1C=CCN2C=CC=CC12 Quinolizineylium